N,N-diethoxyl-toluidine O(CC)N(C=1C(=CC=CC1)C)OCC